tert-butyl 4-(methoxy(methyl)carbamoyl)-2,2-dimethylpiperidine-1-carboxylate CON(C(=O)C1CC(N(CC1)C(=O)OC(C)(C)C)(C)C)C